((3-methyl-oxacyclopentane-3-yl)methoxy)(methylsulfanyl)methane CC1(COCC1)COCSC